methyl (14Z,17Z,20R,21E,23E,27S,29Z)-20,27-dihydroxydotriaconta-14,17,21,23,29-pentaen-25-ynoate O[C@H](C\C=C/C\C=C/CCCCCCCCCCCCC(=O)OC)\C=C\C=C\C#C[C@H](C\C=C/CC)O